1,3-di((phenyl)hydroxymethyl)benzene C1(=CC=CC=C1)C(C1=CC(=CC=C1)C(O)C1=CC=CC=C1)O